N1(CCCCCC1)CC#CC1=NC=CC(=C1)N1CCC2(CCN(CC2)C(=O)OC(C)(C)C)CC1 Tert-Butyl 9-(2-(3-(azepan-1-yl)prop-1-yn-1-yl)pyridin-4-yl)-3,9-diazaspiro[5.5]undecane-3-carboxylate